FC=1C=C(C=CC1C=1C=NC(=CC1)C=1N=NN(N1)C1CC1)N1C(O[C@H](C1)C(C1CC1)O)=O (R)-3-(3-fluoro-4-(6-(2-cyclopropyl-2H-tetrazol-5-yl)pyridin-3-yl)phenyl)-5-(1-hydroxy-1-cyclopropylmethyl)oxazolidin-2-one